COC(C1=CC=CC=C1F)=O 6-fluoro-benzoic acid methyl ester